octamethyl (((((2-hydroxyethyl) azanediyl)bis(methylene))bis(benzene-5,1,3-triyl))tetrakis(ethane-2,1-diyl))tetrakis(phosphonate) OCCN(CC=1C=C(C=C(C1)CCP(OC)(OC)=O)CCP(OC)(OC)=O)CC=1C=C(C=C(C1)CCP(OC)(OC)=O)CCP(OC)(OC)=O